(S)-3-nitro-6,6a,7,8-tetrahydroazeto[1,2-d]pyrido[3,2-b][1,4]oxazine-2-carbonitrile [N+](=O)([O-])C1=CC=2OC[C@H]3N(C2N=C1C#N)CC3